CC1C[C@H](N2[C@@H]1CC(CC[C@@H](C2=O)NC(=O)OC(C)(C)C)=O)C(=O)O.C2(CCCCC2)N2C(N(C(C(C2=O)C(=O)NCC(=O)O)=O)C2CCCCC2)=O N-[(1,3-dicyclohexylhexahydro-2,4,6-trioxo-5-pyrimidinyl)carbonyl]Glycine Methyl-(3S,6S,10aR)-6-{[(tert-butoxy)carbonyl]amino}-5,9-dioxo-decahydropyrrolo[1,2-a]azocine-3-carboxylate